FC1(CCN(CC1)C1=NC(=NC(=C1)C)NC(C1=C(C=C(C=C1F)[N+](=O)[O-])F)=O)F N-(4-(4,4-difluoropiperidin-1-yl)-6-methylpyrimidin-2-yl)-2,6-difluoro-4-nitrobenzamide